5-(formylaminomethyl)-4-amino-2-methylpyrimidine C(=O)NCC=1C(=NC(=NC1)C)N